C(C)(C)(C)OC(=O)N1CCC(CC1)\C=C\C(=O)OC(C)(C)C (E)-4-(3-tert-Butyloxy-3-oxoprop-1-enyl)piperidine-1-carboxylic acid tert-butyl ester